pentaerythritol tetrakis(3,5-di-tert-butyl-4-hydroxyphenyl)propionate tert-butyl-(3R)-3-[(E)-3-ethoxy-3-oxo-prop-1-enyl]piperidine-1-carboxylate C(C)(C)(C)C1N(CCC[C@@H]1\C=C\C(=O)OCC)C(=O)OCC(COC(C(C(C1=CC(=C(C(=C1)C(C)(C)C)O)C(C)(C)C)C1=CC(=C(C(=C1)C(C)(C)C)O)C(C)(C)C)(C1=CC(=C(C(=C1)C(C)(C)C)O)C(C)(C)C)C1=CC(=C(C(=C1)C(C)(C)C)O)C(C)(C)C)=O)(CO)CO